N-fluoro-N'-chloromethyltriethylenediamine bis(tetrafluoroborate) [B-](F)(F)(F)F.[B-](F)(F)(F)F.C1C[N+]2(CC[N+]1(CC2)CCl)F